3-(tert-butyl)pyrrolidine C(C)(C)(C)C1CNCC1